5-(((trans-3-(3-cyclopropyl-4-(5-fluoro-6-methylpyridin-2-yl)-1H-pyrazol-1-yl)cyclobutyl)methyl)amino)-2-(2,6-dioxopiperidin-3-yl)isoindoline-1,3-dione C1(CC1)C1=NN(C=C1C1=NC(=C(C=C1)F)C)[C@@H]1C[C@H](C1)CNC=1C=C2C(N(C(C2=CC1)=O)C1C(NC(CC1)=O)=O)=O